CC1=C(SC(=C1)C1=CC(=C(C=C1)C1CCN(CC1)C)C)C(=O)N1C[C@H](CC1)NC(OC(C)(C)C)=O tert-butyl (S)-(1-(3-methyl-5-(3-methyl-4-(1-methylpiperidin-4-yl)phenyl)thiophene-2-carbonyl)pyrrolidin-3-yl)carbamate